CCC(CCCC)=O Heptane-3-one